CC([C@@H](C(=O)O)N1N=NC2=C1CCC1=CC(=CC=C12)C=C)C |r| (SR)-3-methyl-2-(7-vinyl-4,5-dihydro-3H-naphtho[1,2-d][1,2,3]triazol-3-yl)butanoic acid